Cl.C[C@@H]1N(C2=CC=CC=C2[C@@H](C1)NC1=CC=C(C(=O)NC2CCNCC2)C=C1)C(CC)=O |o1:2,10| 4-{[(2S*,4R*)-2-methyl-1-propionyl-1,2,3,4-tetrahydroquinolin-4-yl]Amino}-N-(piperidin-4-yl)benzamide hydrochloride